ClC=1C(=C(C=CC1)NC=1C2=C(N=CN1)C=CC(=N2)[C@]21CN(CC1C2)C(C=C)=O)F 1-((1R)-1-(4-((3-chloro-2-fluorophenyl)amino)pyrido[3,2-d]pyrimidin-6-yl)-3-azabicyclo[3.1.0]hexan-3-yl)prop-2-en-1-one